CCC1=CC=CC=C1C(CC)(CC)Cl Triethylbenzylchloride